(R)-benzyl 2-((S)-2-((((9H-fluoren-9-yl)methoxy)carbonyl)amino)-3-((tert-butoxycarbonyl) amino)propanamido)-3-(((2-(trimethylsilyl)ethoxy)carbonyl)amino)propanoate C1=CC=CC=2C3=CC=CC=C3C(C12)COC(=O)N[C@H](C(=O)N[C@@H](C(=O)OCC1=CC=CC=C1)CNC(=O)OCC[Si](C)(C)C)CNC(=O)OC(C)(C)C